C(C)SC1=C(C=CC=C1)NC(CC=C)=O N-(2-(ethylthio)phenyl)But-3-enamide